ethan-1-one-d C(C)(=O)[2H]